NCC=1C=C(C=CC1)N1N=C(C=C1C(=O)NC1=C(C=CC(=C1)C(NCC1CC1)C1=CC=C(C=C1)N)F)C(F)(F)F (3-(aminomethyl)phenyl)-N-(5-((4-aminophenyl)(cyclopropylmethylamino)methyl)-2-fluorophenyl)-3-(trifluoromethyl)-1H-pyrazole-5-carboxamide